N-(3-cyanooxetan-3-yl)-4-(2,2-difluoro-7-((5-methoxy-7-methyl-1H-indol-4-yl)methyl)-7-azaspiro[3.5]nonan-6-yl)benzamide C(#N)C1(COC1)NC(C1=CC=C(C=C1)C1CC2(CC(C2)(F)F)CCN1CC1=C2C=CNC2=C(C=C1OC)C)=O